4-(5-(4-(2-(5-amino-8-(furan-2-yl)-2-oxothiazolo[5,4-e][1,2,4]triazolo[1,5-c]pyrimidin-3(2H)-yl)ethyl)piperazin-1-yl)-2,4-difluorophenoxy)butanoic acid NC1=NC2=C(C=3N1N=C(N3)C=3OC=CC3)SC(N2CCN2CCN(CC2)C=2C(=CC(=C(OCCCC(=O)O)C2)F)F)=O